dimethylcyclohexaneamine CC1(CCC(CC1)N)C